acrylic acid dimethyl acetal COC(C=C)(O)OC